C(C=C)(=O)N1[C@H](CN(CC1)C1=NC(=NC=2CC(CCC12)N1CCC2=CC=CC=C12)OCC1=CC(=CC=C1)N)CC#N 2-((2S)-1-Acryloyl-4-(2-((3-aminobenzyl)oxy)-7-(indolin-1-yl)-5,6,7,8-tetrahydroquinazolin-4-yl)piperazin-2-yl)acetonitrile